ClC1=C2C=C(N(C2=CC=C1OC)C)C(=O)O 4-Chloro-5-methoxy-1-methyl-indole-2-carboxylic acid